N-[3-chloro-4-[4-[2-(4-hydroxy-4-piperidyl)acetyl]piperazine-1-carbonyl]phenyl]-5-(4-ethoxy-2,3-difluoro-phenyl)-1-methyl-imidazole-2-carboxamide ClC=1C=C(C=CC1C(=O)N1CCN(CC1)C(CC1(CCNCC1)O)=O)NC(=O)C=1N(C(=CN1)C1=C(C(=C(C=C1)OCC)F)F)C